t-butyl (2S)-4-(cyanomethyl)-2-methylpyrrolidine-1-carboxylate C(#N)CC1C[C@@H](N(C1)C(=O)OC(C)(C)C)C